N1N=CC(=C1)[C@H](C)NC1=NC=CC(=N1)C1=CC=CC(=N1)C1=NOC(=C1)[C@]1(C(N(CC1)C)=O)O (R)-3-(3-(6-(2-(((S)-1-(1H-pyrazol-4-yl)ethyl)amino)pyrimidin-4-yl)pyridin-2-yl)isoxazol-5-yl)-3-hydroxy-1-methylpyrrolidin-2-one